ClC=1C(=C(C(=CC1)OC)C1=CC(=NC=C1C(=O)NC=1SC(=NN1)COC=1C=CC2=C(NC(O2)=O)C1)C)F 4-(3-Chloro-2-fluoro-6-methoxyphenyl)-6-methyl-N-(5-(((2-oxo-2,3-dihydrobenzo[d]oxazol-5-yl)oxy)methyl)-1,3,4-thiadiazol-2-yl)nicotinamide